C(C1=CC=CC=C1)N1[C@@H]2CN([C@H](C1C#N)C2)C(=O)OC(C)(C)C tert-Butyl (1S,4S)-5-benzyl-6-cyano-2,5-diazabicyclo[2.2.1]heptane-2-carboxylate